ClC1=NC2=C3C(=CC=C2C(=N1)N1[C@H](CN(CC1)C(=O)OC(C)(C)C)C)NC=C3 tert-butyl (S)-4-(2-chloro-7H-pyrrolo[2,3-H]quinazolin-4-yl)-3-methylpiperazine-1-carboxylate